NC1=NNC(=C1)C1=C(C=C(OC2N(CCCC2)C(=O)[O-])C=C1)OC 4-(3-amino-1H-pyrazol-5-yl)-3-methoxy-phenoxylpiperidine-1-carboxylate